ClC1=C(C(=CC=C1)Cl)C1CC(=NO1)C=1N=C(SC1)C1CCN(CC1)C(COC1=NC(=NC=C1)C(F)(F)F)=O 1-(4-(4-(5-(2,6-dichlorophenyl)-4,5-dihydroisoxazol-3-yl)thiazol-2-yl)piperidin-1-yl)-2-((2-(trifluoromethyl)pyrimidin-4-yl)oxy)ethan-1-one